P(=O)([O-])([O-])[O-].ClC(C(C)(C)[Pd+](C1=CC=C(C=C1)N(C)C)C(C)(C)C)Cl.ClC(C(C)(C)[Pd+](C(C)(C)C)C1=CC=C(C=C1)N(C)C)Cl.ClC(C(C)(C)[Pd+](C(C)(C)C)C1=CC=C(C=C1)N(C)C)Cl dichloro-di-tert-butyl-(4-dimethylaminophenyl)palladium phosphate